2-methylsulfanyl-10-(2-phenylindolizin-3-yl)-10H-phenothiazine CSC1=CC=2N(C3=CC=CC=C3SC2C=C1)C1=C(C=C2C=CC=CN12)C1=CC=CC=C1